OC[C@@]1(N2C[C@@H]([C@H](C1=O)CC2)C(F)(F)F)COC (1S,2R,4R,5R)-2-(hydroxymethyl)-2-(methoxymethyl)-5-(trifluoromethyl)quinuclidin-3-one